C(=O)(O)C(C(CC(=O)O)=C)C(=O)O 1,3-dicarboxy-2-methylenecarboxypropane